COC1=CC=C(CN(S(=O)(=O)C2=C3C=NN(C3=CC(=C2)C(=O)O)C2=CC=C(C=C2)F)CC2=CC=C(C=C2)OC)C=C1 4-(N,N-bis(4-methoxybenzyl)sulfamoyl)-1-(4-fluorophenyl)-1H-indazole-6-carboxylic acid